C[C@H]1N(CCC(C1)=O)C(=O)OC(C)(C)C |r| rac-tert-butyl 2-methyl-4-oxopiperidine-1-carboxylate